methandiyl-bicyclo-[2.2.1]-heptan C=C1C2CCC(C1)C2